C12=CC=C(N1)C=C1C=CC(=N1)C=C1C=CC(N1)=CC=1C=CC(N1)=C2 PORPHYRINE